3-Hydroxy-4-(1H-indazol-4-yl)-1H-quinolin-2-one OC=1C(NC2=CC=CC=C2C1C1=C2C=NNC2=CC=C1)=O